(4-cyclopropyl-1H-imidazol-1-yl)-2'-(6-(4-isopropyl-4H-1,2,4-triazol-3-yl)pyridin-2-yl)spiro[cyclopropane-1,1'-isoindol]-3'-one C1(CC1)C=1N=CN(C1)C1=C2C(N(C3(C2=CC=C1)CC3)C3=NC(=CC=C3)C3=NN=CN3C(C)C)=O